CN1N=CC(=C1)NCC=1N=C2N(C=C(C=C2)C(F)(F)F)C1 1-methyl-N-[[6-(trifluoromethyl)imidazolo[1,2-a]pyridin-2-yl]methyl]pyrazol-4-amine